4-(3-(2-chloroacetyl)-2,5-dimethyl-1H-pyrrol-1-yl)benzonitrile ClCC(=O)C1=C(N(C(=C1)C)C1=CC=C(C#N)C=C1)C